CC(C(=O)N1CCC(CC1)CN1[C@@H]([C@H]([C@@H]([C@H](C1)O)O)O)C)(C)C 2,2-dimethyl-1-(4-(((2R,3R,4R,5S)-3,4,5-trihydroxy-2-methylpiperidin-1-yl)methyl)piperidin-1-yl)propan-1-one